O1CC(C1)OC(C1=C(C=CC=C1)S(=O)(=O)NC(=O)NC1=NC(=CC(=N1)C)C)=O 2-[[[[(4,6-dimethyl-2-pyrimidinyl)amino]carbonyl]amino]sulfonyl]benzoic acid 3-oxetanyl ester